C(C(C)C)(=O)NC1=NC(N([C@H]2[C@H](O)[C@H](O)[C@@H](CO)O2)C=C1)=O 4-N-(isobutyryl)cytidine